α-aminosuccinic acid NC(C(=O)O)CC(=O)O